methyl 5-(7-acetyl-3-ethyl-5,6,7,8-tetrahydroimidazo[1,5-a]pyrazine-1-carbonyl)-[2,3'-bipyridine]-6'-carboxylate C(C)(=O)N1CC=2N(CC1)C(=NC2C(=O)C=2C=CC(=NC2)C=2C=NC(=CC2)C(=O)OC)CC